C(C)(C)(C)OC(=O)N1C[C@@H](N(CC1)CC1=C(C=C(C=C1[N+](=O)[O-])Br)F)CO (3R)-4-[(4-bromo-2-fluoro-6-nitrophenyl)methyl]-3-(hydroxymethyl)piperazine-1-carboxylic acid tert-butyl ester